heneicosyl palmitate C(CCCCCCCCCCCCCCC)(=O)OCCCCCCCCCCCCCCCCCCCCC